oxdiazole C1=CON=N1